OC1N(C(N(C1C)OC)=O)C1=NC=CC(=C1)C(F)(F)F 4-hydroxy-1-methoxy-5-methyl-3-[4-(trifluoromethyl)pyridin-2-yl]imidazolin-2-one